N[C@H](C(=O)N[C@H](C(=O)N)C[C@H]1C(NCCC1)=O)CC1CC1 (2S)-2-amino-N-[(1S)-2-amino-2-oxo-1-([(3S)-2-oxo-3-piperidyl]methyl)ethyl]-3-cyclopropyl-propanamide